6-(2,6-difluorophenyl)-4-((4-((methylsulfonyl)carbamoyl)phenyl)amino)pyridazine-3-carboxamide FC1=C(C(=CC=C1)F)C1=CC(=C(N=N1)C(=O)N)NC1=CC=C(C=C1)C(NS(=O)(=O)C)=O